[cis-4-[(4-Chlorophenyl)sulfonyl]-4-(2,5-difluorophenyl)cyclohexyl]-1,1,1-trifluoromethanesulfonamide ClC1=CC=C(C=C1)S(=O)(=O)C1(CCC(CC1)NS(=O)(=O)C(F)(F)F)C1=C(C=CC(=C1)F)F